C1N(CC12CNC2)C2=NC=CC(=C2)C=2C(=C(C=C(C2)F)C2=CC(=C(C=C2)N2C(N(C=C2)C)=O)Cl)O 1-(3'-(2-(2,6-diazaspiro[3.3]heptan-2-yl)pyridin-4-yl)-3-chloro-5'-fluoro-2'-hydroxy-[1,1'-biphenyl]-4-yl)-3-methyl-1H-imidazol-2(3H)-one